FC=1C=C(C=C(C1)F)COC=1C(=NC=C(C1)OC)N1N=CC(=C1)C(=O)OCC ethyl 1-{3-[(3,5-difluorophenyl)methoxy]-5-methoxypyridin-2-yl}pyrazole-4-carboxylate